phosphonic acid bisMethyl ester COP(OC)=O